C(C)(C)(C)OC(=O)N(C=1C=2N(N=C(C1)SC1CCN(CC1)C(=O)OC(C)(C)C)C(=CN2)C(C)C)CC2=CC(=CC=C2)C(F)(F)F tert-butyl 4-((8-((tert-butoxycarbonyl)(3-(trifluoromethyl)benzyl)amino)-3-isopropylimidazo[1,2-b]pyridazin-6-yl)thio)piperidine-1-carboxylate